(S)-2-Methyl-N-(1-(2-methyl-7-vinylquinolin-5-yl)cyclopropyl)-5-((1-methylazetidin-2-yl)methoxy)benzamide CC1=C(C(=O)NC2(CC2)C2=C3C=CC(=NC3=CC(=C2)C=C)C)C=C(C=C1)OC[C@H]1N(CC1)C